(S)-3-methyl-2-(1-oxoisoindolin-2-yl)butanoic acid CC([C@@H](C(=O)O)N1C(C2=CC=CC=C2C1)=O)C